(1R,3S)-3-(7-morpholinosulfonyl-[1,2,4]triazolo[4,3-a]pyridin-3-yl)cyclohexanamine O1CCN(CC1)S(=O)(=O)C1=CC=2N(C=C1)C(=NN2)[C@@H]2C[C@@H](CCC2)N